α-Propylene glycol CC(CO)O